C1CCC2=C(C=3CCCC3C=C12)NC(=O)NS(=O)(=O)C1=CC=2CNCCC2O1 N-((1,2,3,5,6,7-hexahydro-s-indacen-4-yl)carbamoyl)-4,5,6,7-tetrahydrofuro[3,2-c]pyridine-2-sulfonamide